CC=1C(=C(SC1C(NCCNC([C@@H](NC([C@@H](NC([C@@H](NC(OC(C)(C)C)=O)C(C)C)=O)C(C)C)=O)C(C)C)=O)=O)NC(C(CC)C1=C(C=CC=C1)C)=O)C(=O)OC methyl 4-methyl-2-(2-(o-tolyl)butanamido)-5-(((6S,9S,12S)-6,9,12-triisopropyl-2,2-dimethyl-4,7,10,13-tetraoxo-3-oxa-5,8,11,14-tetraazahexadecan-16-yl)carbamoyl)thiophene-3-carboxylate